2-((tert-butoxycarbonyl)amino)ethyl 4-(5-(trifluoromethyl)pyrimidin-2-yl)piperazine-1-carboxylate FC(C=1C=NC(=NC1)N1CCN(CC1)C(=O)OCCNC(=O)OC(C)(C)C)(F)F